FC1=CC=C2C=C(NC2=C1F)C(=O)O 6,7-difluoro-1H-indole-2-carboxylic acid